IC1(OCC(O1)CCCN(C)C)I 2,2-diiodo-4-(3-dimethylaminopropyl)[1,3]-dioxolane